FC1=C(C=CC=C1)C1CCC(CC1)OC[C@H]1[C@H](CCC2=CC=C(C(N12)=O)C)NS(N(C)C)(=O)=O |r| rac-N'-[(3S,4R)-4-({[(1s,4S)-4-(2-fluorophenyl)cyclohexyl]oxy}methyl)-7-methyl-6-oxo-1,3,4,6-tetrahydro-2H-quinolizin-3-yl]-N,N-dimethylsulfuric diamide